1,3,5-tris(2-hydroxyphenyl)benzene β-methylacrylate CC=CC(=O)O.OC1=C(C=CC=C1)C1=CC(=CC(=C1)C1=C(C=CC=C1)O)C1=C(C=CC=C1)O